ClC1=CC=C(C(=N1)C(=O)O)N[C@H](C)C1=C2C=C(C(=NC2=CC(=C1)C)C#N)C1=CC=C(C=C1)F (R)-6-chloro-3-((1-(2-cyano-3-(4-fluorophenyl)-7-methylquinolin-5-yl)ethyl)amino)picolinic acid